5,2',6'-Trihydroxy-7,8-dimethylflavanone OC1=C2C(CC(OC2=C(C(=C1)C)C)C1=C(C=CC=C1O)O)=O